C(C)(C)(C)OC(=O)N1C(N[C@@H](C1)C(N(C1=CC=C2C(=N1)N(C=C2)S(=O)(=O)C2=CC=C(C)C=C2)C)=O)=O.OC2=C(C=C(C=C2Br)C(C)(C)C2=CC(=C(C(=C2)Br)O)Br)Br 2,2-bis(4-hydroxy-3,5-dibromophenyl)propane (S)-tert-butyl-4-(methyl-(1-tosyl-1H-pyrrolo[2,3-b]pyridin-6-yl)carbamoyl)-2-oxoimidazolidine-1-carboxylate